CC1(C(C(=CC2(CN(C2)C(=O)C2=NC=C(C=C2)OC(F)(F)F)C1)C#N)=O)C 8,8-dimethyl-7-oxo-2-[5-(trifluoromethoxy)pyridine-2-carbonyl]-2-azaspiro[3.5]non-5-ene-6-carbonitrile